OC1CCN(CC1)C1=NC=CC(=C1)C1=CC(=NC=C1)NC(C1=CC=C(C=C1)C)=O N-(2'-(4-hydroxypiperidin-1-yl)-[4,4'-bipyridin]-2-yl)-4-methylbenzamide